FC1=C(C=CC(=C1C=1C=CC=2N(C1)C=NC2C2=NN=CN2)F)NS(=O)(=O)C=2C(=NC=C(C2)F)C N-[2,4-difluoro-3-[1-(4H-1,2,4-triazol-3-yl)imidazo[1,5-a]pyridin-6-yl]phenyl]-5-fluoro-2-methylpyridine-3-sulfonamide